(S)-2-(3'-amino-3'H-dispiro[cyclopropane-1,1'-indene-2',4''-piperidine]-1''-yl)-6-methylpyrimidine-4-carbonitrile N[C@@H]1C2=CC=CC=C2C2(CC2)C12CCN(CC2)C2=NC(=CC(=N2)C#N)C